5-fluoro-4-(8-fluoro-2-methylquinolin-6-yl)pyrimidin-2-amine FC=1C(=NC(=NC1)N)C=1C=C2C=CC(=NC2=C(C1)F)C